5-chloro-N-(7-chloro-6-(1-((3R,4R)-4-hydroxy-3-methyltetrahydrofuran-3-yl)piperidin-4-yl)isoquinolin-3-yl)-1-cyclopropyl-1H-pyrazole-4-carboxamide ClC1=C(C=NN1C1CC1)C(=O)NC=1N=CC2=CC(=C(C=C2C1)C1CCN(CC1)[C@@]1(COC[C@@H]1O)C)Cl